1-Ethyl-3-(3-methylenepropyl)carbodiimide C(C)N=C=NCCC=C